C(#N)CC1(CC(C1)C#N)N1N=C(C(=C1)C=1C=2N(C=C(N1)C=1C=NN(C1)C)N=CC2)NC (1r,3r)-3-(cyanomethyl)-3-(4-(6-(1-methyl-1H-pyrazol-4-yl)pyrazolo[1,5-a]pyrazin-4-yl)-3-(methylamino)-1H-pyrazol-1-yl)cyclobutane-1-carbonitrile